tert-butyl 6'-fluoro-1'-(4-methoxybenzyl)-2'-oxospiro[azetidine-3,3'-indoline]-1-carboxylate FC1=CC=C2C3(C(N(C2=C1)CC1=CC=C(C=C1)OC)=O)CN(C3)C(=O)OC(C)(C)C